1-amino-2-methyl-isothiourea NNC(SC)=N